2,3-dimethylcinnamoylguanidine CC1=C(C=CC(=O)NC(=N)N)C=CC=C1C